O1COC2=C1C=CC1=CC=CC1=C2 azuleno[5,6-d]-1,3-dioxole